C([2H])([2H])([2H])N[C@@H](C)C(=O)O (methyl-d3)-L-alanine